C1(CC1)C1=NNC(=N1)C1CC2(CN(C2)C(=O)N2CC3(C2)CN(C3)CC=3C=NN(C3)C(F)(F)F)C1 [6-(3-cyclopropyl-1H-1,2,4-triazol-5-yl)-2-azaspiro[3.3]heptan-2-yl]-[6-[[1-(trifluoromethyl)pyrazol-4-yl]methyl]-2,6-diazaspiro[3.3]heptan-2-yl]methanone